(E)-3-chloro-4-(diethylamino)-4-oxobut-2-en-2-yl ((((S)-1-(dimethylamino)-3-(2-(3-methoxyphenethyl)phenoxy)propan-2-yl)oxy)methyl) methyl phosphate P(=O)(O\C(\C)=C(/C(=O)N(CC)CC)\Cl)(OCO[C@@H](CN(C)C)COC1=C(C=CC=C1)CCC1=CC(=CC=C1)OC)OC